4-chloro-3,6-dimethylpicolinic acid ClC1=C(C(=NC(=C1)C)C(=O)O)C